NC[C@]1([C@H](CN(C1)S(=O)(=O)C1=NC=C(C=C1)OC(F)(F)F)OC1=CC(=C(C#N)C=C1)F)O 4-(((3S,4S)-4-(aminomethyl)-4-hydroxy-1-((5-(trifluoromethoxy)pyridin-2-yl)sulfonyl)pyrrolidin-3-yl)oxy)-2-fluorobenzonitrile